FC1(CC(CCC1)C(C(=O)NC1=CC=C(C=C1)C=1C(=[N+](C=CC1C)[O-])C)NC(=O)C1=CC=NN1C(C)C)F 3-(4-(2-(3,3-difluorocyclohexyl)-2-(1-isopropyl-1H-pyrazole-5-carboxamido)acetamido)phenyl)-2,4-dimethylpyridine 1-oxide